bis(1,3-divinyl-1,1,3,3-tetramethyldisiloxane) platinum [Pt].C(=C)[Si](O[Si](C)(C)C=C)(C)C.C(=C)[Si](O[Si](C)(C)C=C)(C)C